C(C)OC(=O)C1=CNC2=CC=CC=C12 indole-3-carboxylic acid ethyl ester